5,5-dimethyl-6,7-dihydrobenzofuran-4(5H)-one CC1(CCC2=C(C=CO2)C1=O)C